2-Oleoyl-1,3-octadecanediol C(CCCCCCC\C=C/CCCCCCCC)(=O)C(CO)C(CCCCCCCCCCCCCCC)O